pentan-2-yl (S)-5-fluoro-3-((R)-5-isopropyl-3-(isoquinolin-1-yl)-4,5-dihydroisoxazole-5-carboxamido)-4-oxopentanoate FCC([C@H](CC(=O)OC(C)CCC)NC(=O)[C@@]1(CC(=NO1)C1=NC=CC2=CC=CC=C12)C(C)C)=O